((2-(2,6-dioxopiperidin-3-yl)-1-oxoisoindolin-5-yl)oxy)pentanoic acid O=C1NC(CCC1N1C(C2=CC=C(C=C2C1)OC(C(=O)O)CCC)=O)=O